5-(2,6-diazaspiro[3.3]heptan-2-ylmethyl)-2-(difluoromethyl)thiazole C1N(CC12CNC2)CC2=CN=C(S2)C(F)F